4-((2r,4r)-4-ethoxy-1-((5-methoxy-7-(trifluoromethyl)-1H-indol-4-yl)methyl)piperidin-2-yl)benzoic acid C(C)O[C@H]1C[C@@H](N(CC1)CC1=C2C=CNC2=C(C=C1OC)C(F)(F)F)C1=CC=C(C(=O)O)C=C1